N-(2-chloro-4-fluoro-3-iodophenyl)butane-2-sulfonamide ClC1=C(C=CC(=C1I)F)NS(=O)(=O)C(C)CC